C(C)(C)(C)OC(N=C1N(C2=C(N1C(CNC(=O)C1CC1)CC1=CC=C(C=C1)C)C=CC=C2)CC2=CC=C(C=C2)C)=O tert-butyl-(1-(1-(cyclopropanecarboxamido)-3-(p-tolyl)propan-2-yl)-3-(4-methylbenzyl)-1,3-dihydro-2H-benzo[d]imidazol-2-ylidene)carbamate